(2S,4R)-1-[(2S)-2-amino-3,3-dimethylbutanoyl]-4-hydroxy-N-[(1S)-1-[4-(4-methyl-1,3-thiazol-5-yl)phenyl]ethyl]pyrrolidine-2-carboxamide N[C@H](C(=O)N1[C@@H](C[C@H](C1)O)C(=O)N[C@@H](C)C1=CC=C(C=C1)C1=C(N=CS1)C)C(C)(C)C